C(CCCCCCC\C=C/C\C=C/CCCCC)(=O)OCC(COC(=O)OCC(CN(CC)CC)(C)C)COC(\C=C(\CCCCCCCCCC)/CCCCCCC)=O 3-(((3-(diethylamino)-2,2-dimethylpropoxy)carbonyl)oxy)-2-((((E)-3-heptyltridec-2-enoyl)oxy)methyl)propyl (9Z,12Z)-octadeca-9,12-dienoate